4-(3,5-dimethyl-1H-pyrazol-4-yl)piperazine CC1=NNC(=C1N1CCNCC1)C